CC1=CC=2C3=C(COC2C=C1)C=C(S3)C(=O)O 8-Methyl-4H-thieno[3,2-c]chromene-2-carboxylic acid